COC1=CC=C(C=N1)[C@@H]1N(C(C2=CC=CC=C2[C@H]1C(=O)O)=O)CC(F)(F)F trans-(+,-)-3-(6-methoxypyridin-3-yl)-1-oxo-2-(2,2,2-trifluoroethyl)-1,2,3,4-tetrahydroisoquinoline-4-carboxylic Acid